3-((dimethylamino)methyl)-N-(3-methoxybenzyl)-N-(4-morpholinophenyl)aniline CN(C)CC=1C=C(N(C2=CC=C(C=C2)N2CCOCC2)CC2=CC(=CC=C2)OC)C=CC1